(4-(3-(6-morpholinopyridin-2-yl)cyclobutyl)pyridin-2-yl)methylamine hydrochloride Cl.O1CCN(CC1)C1=CC=CC(=N1)C1CC(C1)C1=CC(=NC=C1)CN